N[C@@H]1CN(CC[C@H]1F)C1=NC2=C(N1CC1=NC=C(C=N1)Br)C=CC(=C2)C#N 2-((3R,4R)-3-Amino-4-fluoropiperidin-1-yl)-1-((5-bromopyrimidin-2-yl)methyl)-1H-benzo[d]imidazol-5-carbonitril